C[C@]1(C(=CCCC1(C)C)C)/C=C/C(C)=O (E)-4-[(1S)-1,2,6,6-tetramethylcyclohex-2-en-1-yl]-but-3-en-2-one